C[C@@H]1N(CC[C@H](C1)N(CC1=CC(=CC=C1)C(F)(F)F)C)C(=O)N1N=C(C=C1)C(=O)N 1-((2S,4R)-2-methyl-4-(methyl(3-(trifluoromethyl)benzyl)amino)piperidine-1-carbonyl)-1H-pyrazole-3-carboxamide